BrC=1C=C(CCCC(=O)N)C=CC1 (3-bromophenethyl)acetamide